5,7-difluoro-3-methyl-2-((5-(trifluoromethyl)pyridin-2-yl)methyl)naphthalene-1,4-dione FC1=C2C(C(=C(C(C2=CC(=C1)F)=O)CC1=NC=C(C=C1)C(F)(F)F)C)=O